F[C@H]1CN(CC[C@H]1NC1=C2C=C(N(C2=CC=C1)CC(F)(F)F)C1=NOC(=N1)CNC(=O)C=1C=C2C(=CNC2=CC1)C)C N-{[3-(4-{[(3S,4R)-3-fluoro-1-methylpiperidin-4-yl]amino}-1-(2,2,2-trifluoroethyl)-1H-indol-2-yl)-1,2,4-oxadiazol-5-yl]methyl}-3-methyl-1H-indole-5-carboxamide